CNS(=O)(=N)C N-methyl-methansulfonimidamide